2-methyl-3,5-divinylbenzene CC1=CC=C(C=C1C=C)C=C